4-[6-(4-cyano-2-methyl-phenyl)-3-hydroxy-pyridin-2-yl]-4-oxo-butyric acid ethyl ester C(C)OC(CCC(=O)C1=NC(=CC=C1O)C1=C(C=C(C=C1)C#N)C)=O